N-((1s,4s)-4-Aminocyclohexyl)-4-((3-(2,3-difluoro-4-methoxyphenyl)imidazo[1,2-a]pyrazin-8-yl)amino)-2-methylbenzamide NC1CCC(CC1)NC(C1=C(C=C(C=C1)NC=1C=2N(C=CN1)C(=CN2)C2=C(C(=C(C=C2)OC)F)F)C)=O